N-(p-vinylbenzyl)-N-(trimethoxysilylpropyl)ethylenediamine C(=C)C1=CC=C(CN(CCN)CCC[Si](OC)(OC)OC)C=C1